(3R)-3-{[2-(2,6-dimethylphenyl)[1,2,4]triazolo[1,5-c]quinazolin-5-yl]amino}azepan-2-one CC1=C(C(=CC=C1)C)C1=NN2C(=NC=3C=CC=CC3C2=N1)N[C@H]1C(NCCCC1)=O